C(CCCCCCCCCCCCCCCCC)C(C(C(C(=O)[O-])(CCCCCCCCCCCCCCCCCC)CCCCCCCCCCCCCCCCCC)(O)C(=O)[O-])C(=O)[O-] Tristearylcitrat